COC(C1=NC=C(C=C1)N1N=CNCC1)=O 5-(5,6-dihydro-1,2,4-triazin-1(4H)-yl)picolinic acid methyl ester